trans-4-(((trans-4-(5-Chloro-6-methoxypyridin-3-yl)cyclohexyl)methyl)(3-(1-cyclopropyl-1H-pyrazol-4-yl)phenyl)carbamoyl)cyclohexyl (2-hydroxyethyl)carbamate OCCNC(O[C@@H]1CC[C@H](CC1)C(N(C1=CC(=CC=C1)C=1C=NN(C1)C1CC1)C[C@@H]1CC[C@H](CC1)C=1C=NC(=C(C1)Cl)OC)=O)=O